CC1(COC2=C1C=CC(=C2)[N+](=O)[O-])C 3,3-dimethyl-6-nitro-2,3-dihydrobenzofuran